2-Morpholinylpyrimidine-4-carboxylic acid N1(CCOCC1)C1=NC=CC(=N1)C(=O)O